CN1N=CC(=C1)C=1C=C2C(=CN=CC2=CC1)OC=1C=NC=CC1 6-(1-methyl-1H-pyrazol-4-yl)-4-(pyridin-3-yloxy)-isoquinoline